C1(CC1)C=1C(=C(C(=CC1)F)C1=C2C(=C(N=N1)N[C@H]1CN(CCC1)C)C=NC=C2)OC 1-(3-cyclopropyl-6-fluoro-2-methoxyphenyl)-N-[(3R)-1-methylpiperidin-3-yl]pyrido[3,4-d]pyridazin-4-amine